2-(3-ethoxy-5-(3-((4-methyl-4H-1,2,4-triazol-3-yl)methyl)oxetan-3-yl)phenyl)-6-(1-((S)-3-fluoropyrrolidin-1-yl)-ethyl)-4-(trifluoromethyl)isoindolin-1-one C(C)OC=1C=C(C=C(C1)C1(COC1)CC1=NN=CN1C)N1C(C2=CC(=CC(=C2C1)C(F)(F)F)C(C)N1C[C@H](CC1)F)=O